3-(1-naphthyl)alanine C1(=CC=CC2=CC=CC=C12)C[C@H](N)C(=O)O